Cl.NC(C(=O)OC)CN Methyl 2,3-diaminopropionate hydrochloride